3-(2,4-Diamino-6-pteridinyl)-phenol NC1=NC2=NC=C(N=C2C(=N1)N)C=1C=C(C=CC1)O